FC1=CC=C(C=C1)C1=C(COC2=CC=C(C=C12)OC)CN1CCCC1 1-((4-(4-fluorophenyl)-6-methoxy-2H-chromen-3-yl)methyl)pyrrolidine